ammonium diacrylate C(C=C)(=O)[O-].C(C=C)(=O)[O-].[NH4+].[NH4+]